C1(=CC=CC=C1)C1(NC(=NC(=N1)NC1COCC1)C1=CC=CC=C1)N 2,6-diphenyl-N4-(tetrahydrofuran-3-yl)-1,3,5-triazine-2,4-diamine